1-N-(carboxymethyl)-N,N-dimethyl-hexadecanaminium C(=O)(O)C[N+](CCCCCCCCCCCCCCCC)(C)C